C(=O)C12CC(C1)(C2)C2=C1CCN(C1=CC=C2)C=2C=C(C=1N(N2)C(=CN1)C(N[C@H]1[C@@H](CC1)OC)=O)N(C(OC(C)(C)C)=O)C tert-butyl N-[6-(4-{3-formylbicyclo[1.1.1]pentan-1-yl}-2,3-dihydroindol-1-yl)-3-{[(1R,2R)-2-methoxycyclobutyl]carbamoyl}imidazo[1,2-b]pyridazin-8-yl]-N-methylcarbamate